C(C)(=O)N[C@H](CCCNC(N)=N)C(=O)O N2-acetyl-D-arginine